CC1NC(CC2=C1NC1=CC=CC=C21)C(=O)NN 1-methyl-2,3,4,9-tetrahydro-1H-pyrido[3,4-b]indole-3-carboxylic acid hydrazide